[1-[4-(2,6-dioxo-3-piperidinyl)phenyl]-4-piperidinyl]-N-methyl-carbamic acid tert-butyl ester C(C)(C)(C)OC(N(C)C1CCN(CC1)C1=CC=C(C=C1)C1C(NC(CC1)=O)=O)=O